(1s,4s)-N1-(2-chloro-5-(1-(3-(dimethylamino)propyl)-1H-pyrazol-3-yl)pyridin-4-yl)-N4-(2-fluoroethyl)cyclohexane-1,4-diamine ClC1=NC=C(C(=C1)NC1CCC(CC1)NCCF)C1=NN(C=C1)CCCN(C)C